N1C(NC=C1)=[Se] 1,3-dihydro-2H-imidazol-2-selenone